C(C1=CC=CC=C1)OC(=O)N(CCN(C(OCC1=CC=CC=C1)=O)[C@H](CC1=C(N=NC(=C1C)Cl)Cl)CO)C benzyl N-(2-{[(benzyloxy)carbonyl](methyl)amino}ethyl)-N-[(2R)-1-(3,6-dichloro-5-methylpyridazin-4-yl)-3-hydroxypropan-2-yl]carbamate